(S)-4-(1-(2-((3,5-dimethoxyphenyl)ethynyl)-4,7-dihydro-5H-thieno[2,3-c]pyran-3-carboxamido)ethyl)benzoic acid COC=1C=C(C=C(C1)OC)C#CC1=C(C2=C(COCC2)S1)C(=O)N[C@@H](C)C1=CC=C(C(=O)O)C=C1